3-tetramethylbutyl-3-imidazolium 2-ethylhexanoate C(C)C(C(=O)[O-])CCCC.CC(C([N+]1=CNC=C1)(C)C)(CC)C